FC=1C=CC(=C(C(=O)N2[C@@H](COCC2)C)C1)C=1C=2N(C=C(C1)C1CN(C1)[C@H](CC[C@H]1CNCCO1)C(C)C)C(=NC2F)C (3R)-4-[5-fluoro-2-(1-fluoro-3-methyl-6-{1-[(3R)-4-methyl-1-[(2S)-morpholin-2-yl]pentan-3-yl]azetidin-3-yl}imidazo[1,5-a]pyridin-8-yl)benzoyl]-3-methylmorpholine